(R)-6-chloro-3-((1-(2-cyano-7-methyl-3-(methyl((5,6,8,9-tetrahydro-[1,2,4]triazolo[4,3-d][1,4]oxazepin-3-yl)methyl)amino)quinoxalin-5-yl)ethyl)amino)picolinic acid ClC1=CC=C(C(=N1)C(=O)O)N[C@H](C)C1=C2N=C(C(=NC2=CC(=C1)C)C#N)N(CC1=NN=C2N1CCOCC2)C